CC1=C(C(=CC(=C1)N1CCOC(CC1)(C1=CC=CC=C1)C)C)NC(CC(C)(C)C)=O N-(2,6-dimethyl-4-(7-methyl-7-phenyl-1,4-oxazepan-4-yl)phenyl)-3,3-dimethylbutanamide